CN(C)C1=C(C=CC2=CC=CC=C12)C=O (dimethylamino)-2-naphthalenealdehyde